C(C)(C)(C)N(C(O)=O)CC1=CC=C(C=C1)C1=C(C=C(C=C1)F)S(NC=1C=NC=2CCNC(C2C1)=O)(=O)=O.C\C=C/C1=CC=CC=C1 cis-β-methyl-styrene tert-butyl((4'-fluoro-2'-(N-(5-oxo-5,6,7,8-tetrahydro-1,6-naphthyridin-3-yl)sulfamoyl)-[1,1'-biphenyl]-4-yl)methyl)carbamate